4-epoxy-cyclohexylmethyl-3,4-epoxy-cyclohexane-carboxylate C12(C(CCCC1)O2)CC21C(CC(CC2)C(=O)[O-])O1